ClC1=CC=2C3=C(N(C2C=C1)CCCCC1=CC(=NO1)C(=O)OCC)CCN(C3)C ethyl 5-(4-(8-chloro-2-methyl-1,2,3,4-tetrahydro-5H-pyrido[4,3-b]indol-5-yl)butyl)isoxazole-3-carboxylate